CC(C#C)(CCC(CC)(OOC(C)(C)C)C)OOC(C)(C)C 3,6-dimethyl-3,6-di(t-butylperoxy)octyne